Cl.FC(C1(CNCCC1)O)(F)F 3-(trifluoromethyl)piperidine-3-ol hydrochloride